N-[5-[(3,5-difluorophenyl)methyl]-1H-indazol-3-yl]-4-[2-[4-[1-(2,6-dioxo-3-piperidyl)-3-methyl-2-oxo-benzimidazol-5-yl]-1-piperidyl]ethyl]benzamide formate C(=O)O.FC=1C=C(C=C(C1)F)CC=1C=C2C(=NNC2=CC1)NC(C1=CC=C(C=C1)CCN1CCC(CC1)C1=CC2=C(N(C(N2C)=O)C2C(NC(CC2)=O)=O)C=C1)=O